2-(1-((tetrahydro-2H-pyran-4-yl)methyl)-1H-pyrazol-4-yl)-1H-pyrrole O1CCC(CC1)CN1N=CC(=C1)C=1NC=CC1